C[SiH](C1=CC=C(C=C1)[Si](CCC)(CCC)C1=CC=C(C=C1)[SiH](C)C)C bis(4-(dimethylsilyl)phenyl)dipropylsilane